C(C1=CC=CC=C1)OC1=C(C(=C(C(=O)OC2=C(C(=C(C(=O)OCOC)C(=C2C)C)C)C)C(=C1)C)C)C=C methoxymethyl 4-((4-(benzyloxy)-2,6-dimethyl-3-vinylbenzoyl)oxy)-2,3,5,6-tetramethylbenzoate